(E)-3-(3,4-dihydroxyphenyl)-N-((1-(2-methylbenzyl)-1H-1,2,3-triazol-4-yl)methyl)acrylamide OC=1C=C(C=CC1O)/C=C/C(=O)NCC=1N=NN(C1)CC1=C(C=CC=C1)C